ethylamine p-toluenesulfinate CC1=CC=C(C=C1)S(=O)O.C(C)N